BrCC1OCC1 (bromomethyl)oxetan